7-(6-(1-(1-(4-fluorophenyl)propyl)-1H-pyrazol-4-yl)pyrazin-2-yl)-8-methyl-[1,2,4]triazolo[1,5-a]pyridin-2-amine FC1=CC=C(C=C1)C(CC)N1N=CC(=C1)C1=CN=CC(=N1)C1=C(C=2N(C=C1)N=C(N2)N)C